(R)-N-(3-(1-((2-amino-5-chloropyridin-3-yl)oxy)ethyl)phenyl)-3-((4-methylpiperazin-1-yl)methyl)benzamide NC1=NC=C(C=C1O[C@H](C)C=1C=C(C=CC1)NC(C1=CC(=CC=C1)CN1CCN(CC1)C)=O)Cl